ClC1=C(C=CC=C1Cl)CC(C)(N)C (2,3-dichlorophenyl)-2-methylpropan-2-amine